2-chloro-4-fluoro-N-(1-((4aR,8aS)-3-oxooctahydro-2H-pyrido[4,3-b][1,4]oxazine-6-carbonyl)azetidin-3-yl)benzamide ClC1=C(C(=O)NC2CN(C2)C(=O)N2C[C@@H]3[C@@H](OCC(N3)=O)CC2)C=CC(=C1)F